FC1=C(C=CC(=C1)F)S(=O)(=O)/C=C/C=1C(=NC(=NC1)NC=1C=C2C=CC=NC2=CC1)NC1=NN(C=C1)C (E)-5-{2-[(2,4-Difluorophenyl)sulfonyl]vinyl}-N4-(1-methyl-1H-pyrazol-3-yl)-N2-(quinolin-6-yl)pyrimidine-2,4-diamine